C(CCCCCCCCCCCCCCCCCCCCCCCC)(=O)OCCCCCCCC\C=C/CCCCCC Palmitoleyl Pentacosanoate